NC1=C(C=NN1C1=C(C=CC=C1)Cl)C(=O)N1C[C@@]2(CCC1)C1=C(NC(O2)=O)C=CC(=C1F)Cl (R)-1'-(5-Amino-1-(2-chlorophenyl)-1H-pyrazole-4-carbonyl)-6-chloro-5-fluorospiro[benzo[d][1,3]oxazine-4,3'-piperidin]-2(1H)-one